3-([1,2,4]triazolo[1,5-a]pyridin-7-yl)-2-(5-fluoropyridin-2-yl)-6,6-dimethyl-6,7-dihydro-4H-pyrazolo[5,1-c][1,4]oxazine N=1C=NN2C1C=C(C=C2)C=2C(=NN1C2COC(C1)(C)C)C1=NC=C(C=C1)F